(3,3-difluoroazetidin-1-yl)-[rac-(5R,7S)-7-fluoro-5-phenyl-6,7-dihydro-5H-pyrrolo[1,2-b][1,2,4]triazol-2-yl]methanone FC1(CN(C1)C(=O)C=1N=C2N(N1)[C@H](C[C@@H]2F)C2=CC=CC=C2)F |r|